(R,S)-3-Hydroxy-1-methyl-3-(5-(3-(4,4,5,5-tetramethyl-1,3,2-dioxaborolan-2-yl)phenyl)isoxazol-3-yl)pyrrolidin-2-one O[C@@]1(C(N(CC1)C)=O)C1=NOC(=C1)C1=CC(=CC=C1)B1OC(C(O1)(C)C)(C)C